Allyl (11aS)-7-methoxy-2-methyl-5-oxo-11-((tetrahydro-2H-pyran-2-yl)oxy)-8-((triisopropylsilyl)oxy)-11,11a-dihydro-1H-benzo[e]pyrrolo[1,2-a][1,4]diazepine-10(5H)-carboxylate COC1=CC2=C(N(C([C@H]3N(C2=O)C=C(C3)C)OC3OCCCC3)C(=O)OCC=C)C=C1O[Si](C(C)C)(C(C)C)C(C)C